4-(4-{[2-hydroxy-5-(trifluoromethoxy)phenyl]methyl}piperazin-1-yl)-1,6-dimethyl-2-oxo-1,2-dihydro-1,5-naphthyridine-3-carbonitrile OC1=C(C=C(C=C1)OC(F)(F)F)CN1CCN(CC1)C1=C(C(N(C2=CC=C(N=C12)C)C)=O)C#N